C=C(CCCCCCCCC(=O)SCCNC(CCNC([C@@H](C(COP(OP(OC[C@@H]1[C@H]([C@H]([C@@H](O1)N1C=NC=2C(N)=NC=NC12)O)OP(=O)(O)O)(=O)O)(=O)O)(C)C)O)=O)=O)CC=CCCCCC 10-methylene-octadec-12-enoyl-CoA